C(CCC)C1=CC=CC(=C1OC)O 6-butyl-hydroxyanisole